S1N=C(C2=C1C=CC=C2)N2CCN(CC2)CCN2C(C=1N(C=C2)C=CC1)=O 2-[2-(4-benzo[d]isothiazol-3-yl-piperazin-1-yl)-ethyl]-2H-pyrrolo[1,2-a]pyrazin-1-one